S(=O)(=O)(C1=CC(=C(C(=O)O)C=C1)S(=O)(=O)O)C1=CC(=C(C(=O)O)C=C1)S(=O)(=O)O 4,4'-sulfonyl-bis(2-sulfobenzoic acid)